C(CCC)P(C1=CC=CC=C1)(C1=CC=CC=C1)=O n-butyl-diphenyl-phosphorus oxide